FC=1C=C(C=C(C1)F)C=1C=NC2=CC=C(C=C2C1N1CCC(CC1)N)C1=C(C(=CC=C1)F)C=NOC 1-[3-(3,5-difluorophenyl)-6-{3-fluoro-2-[(methoxyimino)methyl]phenyl}quinolin-4-yl]piperidin-4-amine